6-PENTYLNAPhTHALENE-2-BORONIC ACID C(CCCC)C=1C=C2C=CC(=CC2=CC1)B(O)O